1-(5-(3-(2-methoxyethyl)-2-methyl-3H-imidazo[4,5-b]pyridin-5-yl)pyrrolo[2,1-f][1,2,4]triazin-2-yl)cyclobutane-1,3-diamine COCCN1C(=NC=2C1=NC(=CC2)C=2C=CN1N=C(N=CC12)C1(CC(C1)N)N)C